NC=1C=C(C(=O)NC=2C=CC(=NC2)C=2N=NN(C2NC(O[C@H](C)C=2C(=NC=C(C2)F)F)=O)C)C=CN1 (R)-1-(2,5-difluoropyridin-3-yl)ethyl (4-(5-(2-aminoisonicotinamido)pyridin-2-yl)-1-methyl-1H-1,2,3-triazol-5-yl)carbamate